tetra(octan-3-yl) 9,9',9'',9'''-((((5-((3-aminopropyl)carbamoyl)isophthaloyl)bis(azanediyl))bis(propane-3,1-diyl))bis(azanetriyl))tetranonanoate NCCCNC(=O)C=1C=C(C=C(C(=O)NCCCN(CCCCCCCCC(=O)OC(CC)CCCCC)CCCCCCCCC(=O)OC(CC)CCCCC)C1)C(=O)NCCCN(CCCCCCCCC(=O)OC(CC)CCCCC)CCCCCCCCC(=O)OC(CC)CCCCC